N-(5-fluoro-2,3-dihydro-1H-inden-1-yl)prop-2-enamide FC=1C=C2CCC(C2=CC1)NC(C=C)=O